1-(4-methylphenyl)-3-(thiophen-2-yl)propane-1,3-dione boron difluoride [B](F)F.CC1=CC=C(C=C1)C(CC(=O)C=1SC=CC1)=O